CN(CC(=O)O)C1=NC(=NC=2N1N=CC2Br)S(=O)(=O)C.BrC=2C=NN1C2N=C(N=C1NCC(=O)OC)N1CCOCC1 methyl N-[8-bromo-2-(morpholin-4-yl)pyrazolo[1,5-a][1,3,5]triazin-4-yl]glycinate methyl-N-[8-bromo-2-(methanesulfonyl)pyrazolo[1,5-a][1,3,5]triazin-4-yl]glycinate